2,3-dihydrocoumarone O1CCC2=CC=CC=C12